FC=1C=C(C(=O)NO)C=C(C1CN1N=C(N=N1)C1=NC=C(C=C1)C(F)(F)F)F 3,5-difluoro-4-[[5-[5-(trifluoromethyl)-2-pyridinyl]tetrazol-2-yl]methyl]benzohydroxamic acid